bromo-4-chloro-1-oxoisoindoline-2-carboxylic acid tert-butyl ester C(C)(C)(C)OC(=O)N1C(C2=CC=CC(=C2C1Br)Cl)=O